(2R,4S)-4-{[3,5-bis(trifluoromethyl)benzyl]-[5-(3-ethoxycarbonylpropoxy)-pyrimidin-2-yl]}amino-2-ethyl-6-trifluoromethyl-3,4-dihydro-2H-quinoline-1-carboxylic acid ethyl ester C(C)OC(=O)N1[C@@H](C[C@@H](C2=CC(=CC=C12)C(F)(F)F)NC1=NC=C(C(=N1)CC1=CC(=CC(=C1)C(F)(F)F)C(F)(F)F)OCCCC(=O)OCC)CC